BrC=1C=C2[C@H](N(C(C2=CC1)=O)CC1=CC2=C(NC(O2)=O)C=C1)C (R)-6-((5-bromo-3-methyl-1-oxoisoindolin-2-yl)methyl)benzo[d]oxazol-2(3H)-one